3-((3-butyl-7-(methylthio)-1,1-dioxido-5-phenyl-2,3,4,5-tetrahydro-1,2,5-benzothiadiazepin-8-yl)oxy)acrylic acid C(CCC)C1NS(C2=C(N(C1)C1=CC=CC=C1)C=C(C(=C2)OC=CC(=O)O)SC)(=O)=O